O1C=C(C2=C1C=CC=C2)C[C@H](NC(=O)OCC2=CC=C1COC3(C1=C2)COCC3)B(O)O (R)-2-(benzofuran-3-yl)-1-(((4,5-dihydro-2H,3'H-spiro[furan-3,1'-isobenzofuran]-6'-yl)methoxy)carbonylamino)ethylboronic acid